FC1(CNC1)C 3-fluoro-3-methylazetidin